FC1=C(C=CC(=C1F)OC)C1=CN=C2N1C=CN=C2NC2=CC(=C(C(=O)NCCCN1CC(N(CC1)C)=O)C=C2)C 4-((3-(2,3-difluoro-4-methoxyphenyl)imidazo[1,2-a]pyrazin-8-yl)amino)-2-methyl-N-(3-(4-methyl-3-oxopiperazin-1-yl)propyl)benzamide